3-(4-(Pyridin-2-ylmethyl)piperazin-1-yl)propan-1-amine N1=C(C=CC=C1)CN1CCN(CC1)CCCN